ClC=1C=CC=C2C(=CC(=NC12)N(C1=NC=CC(=C1)C(F)(F)F)CCCN1CCCCC1)N 8-chloro-N-(3-piperidin-1-yl-propyl)-N2-(4-trifluoromethyl-pyridin-2-yl)-quinoline-2,4-diamine